C(C)N(CCCC(=O)O)CCC 4-(ethylpropylamino)butyric acid